1-[1-methyl-6-(4-piperidyl)indazol-3-yl]hexahydropyrimidine CN1N=C(C2=CC=C(C=C12)C1CCNCC1)N1CNCCC1